FC=1C(=CC2=C(C(NC=3CNC[C@H](C23)N(C(=O)C=2C=C3C=CC=C(N3C2)C(F)F)C)=O)C1)F (S)-N-(8,9-difluoro-6-oxo-1,2,3,4,5,6-hexahydrobenzo[c][1,7]naphthyridin-1-yl)-5-(difluoromethyl)-N-methylindolizine-2-carboxamide